C1(=CC=CC=C1)C1=C2C=C3C=CC=CC3=C(C2=CC2=CC=CC=C12)C1=CC=CC=C1 6,12-diphenyltetracene